BrC=1C(=CC2=CN(N=C2C1)CCC(C)(O)C)[N+](=O)[O-] 4-(6-bromo-5-nitro-2H-indazol-2-yl)-2-methylbutane-2-ol